FC(C=1C=C(C=CC1)CCOC(NC1=CC=C(C=C1)[C@@H]1CNCC1)=O)(F)F |r| (RS)-(4-Pyrrolidin-3-yl-phenyl)-carbamic acid 2-(3-trifluoromethyl-phenyl)-ethyl ester